BrCCN1C(=NN=C1)C 4-(2-bromoethyl)-3-methyl-4H-1,2,4-triazole